Propan-2-yl 2-[4-[(E)-3-(2-hydroxyphenyl)-3-oxoprop-1-enyl]phenyl]sulfanyl-2-methylpropanoate OC1=C(C=CC=C1)C(/C=C/C1=CC=C(C=C1)SC(C(=O)OC(C)C)(C)C)=O